COC(=C(C)C)[Si](C)(C)C 1-methoxy-2-methyl-1-(trimethylsilyl)propene